tert-Butyl (3-cyano-4-(3-((3R)-3-(2-((dimethylamino)methyl) morpholino)pyrrolidin-1-yl)-5-fluoro-7,9-dihydrofuro[3,4-f]quinazolin-6-yl)-7-fluorothieno[3,2-c]pyridin-2-yl)carbamate C(#N)C1=C(SC2=C1C(=NC=C2F)C=2C1=C(C=3C=NC(=NC3C2F)N2C[C@@H](CC2)N2CC(OCC2)CN(C)C)COC1)NC(OC(C)(C)C)=O